FC1=CC=C(C=C1)C=1N=C2N(C=C(C=C2)C(=O)OC)C1 methyl 2-(4-fluorophenyl)imidazo[1,2-a]pyridine-6-carboxylate